((S)-1-(((S)-1-(benzo[d]thiazol-2-yl)-1-oxo-3-((S)-2-oxopyrrolidin-3-yl)propan-2-yl)amino)-1-oxohexane-2-yl)carbamic acid 2-(3-chlorophenyl)-2,2-difluoro-1-phenylethyl ester ClC=1C=C(C=CC1)C(C(C1=CC=CC=C1)OC(N[C@H](C(=O)N[C@H](C(=O)C=1SC2=C(N1)C=CC=C2)C[C@H]2C(NCC2)=O)CCCC)=O)(F)F